(E,E,E)-2,6,6,9-Tetramethyl-1,4,8-cycloundecatriene C\C\1=C/CC/C(=C/CC(/C=C/C1)(C)C)/C